3-((S)-2-(5-(2-(dimethylamino)ethyl)-2-oxo-4-(trifluoromethyl)pyrimidin-1(2H)-yl)-4-methylpentanamido)propanoic acid CN(CCC=1C(=NC(N(C1)[C@H](C(=O)NCCC(=O)O)CC(C)C)=O)C(F)(F)F)C